4-(2,6-Dihydroxy-4-propylphenyl)-1-ethyl-7-fluoroindolin-2-one OC1=C(C(=CC(=C1)CCC)O)C1=C2CC(N(C2=C(C=C1)F)CC)=O